1-(4,8-dichloroquinolin-2-yl)-4-(trifluoromethoxy)benzene-1,2-diamine ClC1=CC(=NC2=C(C=CC=C12)Cl)C1(C(C=C(C=C1)OC(F)(F)F)N)N